FC(C=1C=C(C=C(C1)C(F)(F)F)C(C1NCCC1)(O[Si](C)(C)C)C1=CC(=CC(=C1)C(F)(F)F)C(F)(F)F)(F)F 2-(bis(3,5-bis(trifluoromethyl)phenyl)((trimethylsilyl)oxy)methyl)pyrrolidine